FC1(CCN(CC1)C1=NC(=NC=C1)NC(C1=C(C=C(C=C1)NS(=O)(=O)C)N1CCC2(CC2)CC1)=O)F N-(4-(4,4-difluoropiperidin-1-yl)pyrimidin-2-yl)-4-(methylsulfonamido)-2-(6-azaspiro[2.5]octan-6-yl)benzamide